C(C\C=C/CCCCCCCC\C=C/CCCC)OCCCCCCCOCOCOCCCCCCCOCC\C=C/CCCCCCCC\C=C/CCCC (3Z,13Z)-3,13-octadecadienyloxyheptyloxymethyl ether